4'-propyl-3-fluoro-4-biphenylboronic acid C(CC)C1=CC=C(C=C1)C1=CC(=C(C=C1)B(O)O)F